ClC1=C(C=CC2=C1C(=NCC=1N2C(=NN1)C)C1=C(C=CC=C1F)F)C(C)=O 1-[7-chloro-6-(2,6-difluorophenyl)-1-methyl-4H-[1,2,4]triazolo[4,3-a][1,4]benzodiazepin-8-yl]ethanone